Trans-resveratrol C1(=CC(O)=CC(O)=C1)\C=C\C1=CC=C(O)C=C1